2-(tert-Butoxycarbonyl)-N6-(4-(((3R,4R)-1-(2-cyanoacetyl)-4-methylpiperidin-3-yl)(methyl)amino)-7H-pyrrolo[2,3-d]pyrimidine-7-carbonyl)lysine methyl ester COC([C@@](N)(CCCCNC(=O)N1C=CC2=C1N=CN=C2N(C)[C@H]2CN(CC[C@H]2C)C(CC#N)=O)C(=O)OC(C)(C)C)=O